ethyl 2-(4,7-dichloro-6-(4-((2-(4-hydroxypiperidin-1-yl)ethyl)(methyl)amino)phenyl)-2H-indazol-2-yl)-2-((R)-6-fluoro-6,7-dihydro-5H-pyrrolo[1,2-c]imidazol-1-yl)acetate ClC=1C2=CN(N=C2C(=C(C1)C1=CC=C(C=C1)N(C)CCN1CCC(CC1)O)Cl)C(C(=O)OCC)C1=C2N(C=N1)C[C@@H](C2)F